C(OCCC[Si](C[Si](C=C)(C=C)C=C)(C)C)(OC)=O [3-[dimethyl (trivinylsilylmethyl) silyl] propyl] methyl carbonate